5-(2,5-Difluoropyridin-4-yl)-2,3-dihydro-1H-inden-4-amine FC1=NC=C(C(=C1)C1=C(C=2CCCC2C=C1)N)F